2-(2,3-dioxo-1,2,3,4-tetrahydro-quinoxalin-1-yl)acetic acid O=C1N(C2=CC=CC=C2NC1=O)CC(=O)O